ClC=1C(=C(C=CC1)NCC=1N=C(N(C1)C=1C=CC=2N(C1)C(=CN2)C(=O)N)C2=NC(=CC=C2)C)F 6-(4-(((3-Chloro-2-fluorophenyl)amino)methyl)-2-(6-methylpyridin-2-yl)-1H-imidazol-1-yl)imidazo[1,2-a]pyridine-3-carboxamide